3-[2-(2-aminoethoxy)ethoxy]propan-1-ol NCCOCCOCCCO